(Z)-3-octadecenoic acid methyl ester COC(C\C=C/CCCCCCCCCCCCCC)=O